FC1(CCC(CC1)N1C(C(=CC=C1)NC(=O)C1=C(C=C(C=C1)NS(=O)(=O)CC(=O)OCC)N1CCC2(CC2)CC1)=O)F ethyl 2-(N-(4-((1-(4,4-difluorocyclohexyl)-2-oxo-1,2-dihydropyridin-3-yl)carbamoyl)-3-(6-azaspiro[2.5]octan-6-yl)phenyl)sulfamoyl)acetate